2-methyl-4-phenyl-1,5,6,7-tetrahydro-s-indacene CC=1CC2=CC=3CCCC3C(=C2C1)C1=CC=CC=C1